NC1=NC=NC=2N(C3=CC=C(C=C3C21)C2=COC=C2)CC(=O)OCC ethyl 2-(4-amino-6-(furan-3-yl)-9H-pyrimido[4,5-b]indol-9-yl)acetate